C(C1CO1)OCC1CCC(CC1)COCC1CO1 1,4-bis[(glycidyloxy)methyl]cyclohexane